C(C)OC(CNC(=O)C1=NC=C(C(=C1O)C)C=1N=NN(C1)C1=CC=CC=C1)=O.ClC1=CC(=C(C=C1)C(CO)([2H])OC1=C(C=CC=C1Br)Br)F 2-(4-chloro-2-fluorophenyl)-2-(2,6-dibromophenoxy)ethanol-2-d ethyl-2-[[3-hydroxy-4-methyl-5-(1-phenyltriazol-4-yl)pyridine-2-carbonyl]amino]acetate